C(C1=CC=CC=C1)OC1=C(C(=CC=C1Cl)F)C=1C(N(N=C(C1O)C)C1CC1)=O 4-(2-benzyloxy-3-chloro-6-fluoro-phenyl)-2-cyclopropyl-5-hydroxy-6-methyl-pyridazin-3-one